methyl 1-(2-aminoethyl)-3-bromo-1H-pyrazole-5-carboxylate NCCN1N=C(C=C1C(=O)OC)Br